6-bromo-8-isopropyl-2-(methylsulfonyl)imidazo[1',2':1,6]pyrido[2,3-d]pyrimidine BrC1=CC2=C(N=C(N=C2)S(=O)(=O)C)N2C1=NC(=C2)C(C)C